(S)-4-(3-(3-Chloro-5-(trifluoromethyl)phenethyl)-3-(dimethylamino)piperidin-1-yl)-2,6-difluoro-N-(pyrimidin-4-yl)benzenesulfonamide ClC=1C=C(CC[C@]2(CN(CCC2)C2=CC(=C(C(=C2)F)S(=O)(=O)NC2=NC=NC=C2)F)N(C)C)C=C(C1)C(F)(F)F